(S)-2-(2-((4-bromophenyl)sulfonamido)acetylamino)-N-(4-methoxyphenyl)-N-methyl-3-phenylpropionamide BrC1=CC=C(C=C1)S(=O)(=O)NCC(=O)N[C@H](C(=O)N(C)C1=CC=C(C=C1)OC)CC1=CC=CC=C1